2-(2-chloroethyl)-1H-1,3-benzodiazole hydrochloride Cl.ClCCC1=NC2=C(N1)C=CC=C2